C[C@H]1N(CCOC1)C=1C2=C(N=C(N1)C1=C3C(=NC=C1)N(C=C3)S(=O)(=O)CC3=CC=CC=C3)C(=CS2)C2=CC=NN2C (R)-3-methyl-4-(7-(1-Methyl-1H-pyrazol-5-yl)-2-(1-toluenesulfonyl-1H-pyrrolo[2,3-b]pyridin-4-yl)thieno[3,2-d]pyrimidine-4-yl)morpholine